7-chloro-3-(3-{3-[(4-methyl-4H-1,2,4-triazol-3-yl)methyl]oxetan-3-yl}phenyl)-5-(trifluoromethyl)-1H-pyrazolo[3,4-c]pyridine ClC=1N=C(C=C2C1NN=C2C2=CC(=CC=C2)C2(COC2)CC2=NN=CN2C)C(F)(F)F